N[C@@H](C)C(=O)OC1CCCC1 cyclopentyl L-alaninate